[Si](OCC)(OCC)(OCC)OCC Tetraethyl OrThosilicate